C1=CC=CC=2C3=CC=CC=C3C(C12)COC(=O)N1CCN(CC1)CCC1CCC2(CCN(CC2)C(=O)OC(C)(C)C)CC1 tert-butyl 9-(2-(4-(((9H-fluoren-9-yl) methoxy) carbonyl) piperazin-1-yl) ethyl)-3-azaspiro[5.5]undecane-3-carboxylate